5-phenyl-7-(tetrahydrofuran-2-yl)pyrazolo[1,5-a]pyrimidine-2-carboxylic acid C1(=CC=CC=C1)C1=NC=2N(C(=C1)C1OCCC1)N=C(C2)C(=O)O